3-chloro-4-bromobenzonitrile ClC=1C=C(C#N)C=CC1Br